CC=1N=CC2=C(N1)OC(C(=C2)C(=O)N[C@@H]2COCC2)=O 2-methyl-7-oxo-N-((S)-tetrahydrofuran-3-yl)-7H-pyrano[2,3-d]pyrimidine-6-carboxamide